ClC1=NC(=C(C(=N1)OC1=CC=CC=C1)C#N)OC1=CC=CC=C1 2-chloro-4,6-diphenoxy-5-cyanopyrimidine